N=1C=NN2C1C=C(C=C2)CC2=C(C=C(C=C2)NC=2C1=C(N=CN2)C=NC(=C1)N1C[C@H](N(CC1)C(C=C)=O)C)C (R)-1-(4-(4-((4-([1,2,4]triazolo[1,5-a]pyridin-7-ylmethyl)-3-methylphenyl)amino)pyrido[3,4-d]pyrimidin-6-yl)-2-methylpiperazin-1-yl)prop-2-en-1-one